(E)-1-(4-chlorophenyl)-3-(3-ethoxy-4-hydroxyphenyl)prop-2-en-1-one ClC1=CC=C(C=C1)C(\C=C\C1=CC(=C(C=C1)O)OCC)=O